tert-butyl (R) or (S)-2-(((1-cyclobutyl-3-methyl-1H-pyrazol-4-yl)oxy)methyl)morpholine-4-carboxylate C1(CCC1)N1N=C(C(=C1)OC[C@H]1CN(CCO1)C(=O)OC(C)(C)C)C |o1:11|